4-(3-{5-[(R)-(1,3-dimethyl-azetidin-3-yl)-hydroxy-(4-isopropyl-phenyl)-methyl]-pyridin-3-yl}-[1,2,4]oxadiazol-5-yl)-cyclohexanecarboxylic acid amide CN1CC(C1)(C)[C@@](C=1C=C(C=NC1)C1=NOC(=N1)C1CCC(CC1)C(=O)N)(C1=CC=C(C=C1)C(C)C)O